ClC=1C=CC(NC1)=O 5-chloro-2-oxo-1,2-dihydropyridine